N-(2-fluorophenyl)-7-(5-methylpyridin-3-yl)quinazolin-4-amine FC1=C(C=CC=C1)NC1=NC=NC2=CC(=CC=C12)C=1C=NC=C(C1)C